methyl 5-((3,5-dimethoxybenzyl) amino)-[1,2,4]triazolo[4,3-c]quinazoline-9-carboxylate COC=1C=C(CNC2=NC=3C=CC(=CC3C=3N2C=NN3)C(=O)OC)C=C(C1)OC